10-[(3-hydroxy-4-methoxybenzylidene)]-9(10H)-anthrone OC=1C=C(C=C2C=3C=CC=CC3C(C3=CC=CC=C23)=O)C=CC1OC